CNC(=O)C1=C(C=C2C(=N1)C=CN2)C N,6-dimethyl-1H-pyrrolo[3,2-b]Pyridine-5-carboxamide